O[C@@H]1C[C@H](N(C1)C([C@H](C(C)C)N1N=NC(=C1)C1CCNCC1)=O)C(=O)N[C@@H](C)C1=CC=C(C=C1)C1=C(N=CS1)C (2S,4R)-4-hydroxy-1-((S)-3-methyl-2-(4-(piperidin-4-yl)-1H-1,2,3-triazol-1-yl)butanoyl)-N-((S)-1-(4-(4-methylthiazol-5-yl)phenyl)ethyl)pyrrolidine-2-carboxamide